2-(2,4-difluorophenyl)-2-(1-(5,6,7,8-tetrahydroimidazo[1,5-a]pyrazine-7-carbonyl)piperidin-4-ylidene)acetonitrile FC1=C(C=CC(=C1)F)C(C#N)=C1CCN(CC1)C(=O)N1CC=2N(CC1)C=NC2